COB(O)C1=CC(=CC=C1)C(C)=O methyl-(3-acetylphenyl)boronic acid